5-(3,4-difluorophenyl)-N-((S)-5-methyl-4-oxo-2,3,4,5-tetrahydrobenzo[b][1,4]oxazepin-3-yl)-1,4,5,7-tetrahydropyrano[3,4-c]pyrazole-3-carboxamide FC=1C=C(C=CC1F)C1CC2=C(NN=C2C(=O)N[C@@H]2C(N(C3=C(OC2)C=CC=C3)C)=O)CO1